(6S)-4-(9-(6-chloro-5-ethynyl-1-(tetrahydro-2H-pyran-2-yl)-1H-indazol-4-yl)-10-fluoro-2-(methylthio)pyrazino[1',2':1,5]pyrrolo[3,2-d]pyrimidin-4-yl)-6-methyl-1,4-oxazepan-6-ol ClC1=C(C(=C2C=NN(C2=C1)C1OCCCC1)C1=NC=CN2C1=C(C=1N=C(N=C(C12)N1CCOC[C@](C1)(O)C)SC)F)C#C